2-{[(benzyloxy)carbonyl]Amino}acetic acid C(C1=CC=CC=C1)OC(=O)NCC(=O)O